ClC=1C(=NC(=NC1)NC1CCOCC1)C1=CC=C2CN(C(C2=C1)=O)[C@@H](C(=O)N[C@H](CO)C1=CC(=CC=C1)OC)CO (2R)-2-(6-{5-chloro-2-[(oxan-4-yl)amino]pyrimidin-4-yl}-1-oxo-2,3-dihydro-1H-isoindol-2-yl)-3-hydroxy-N-[(1S)-2-hydroxy-1-(3-methoxyphenyl)ethyl]-propanamide